NC=1NC(C(=C(N1)N)NC(=O)NC=1C=C(C(=NC1)C(=O)OC)F)=O methyl 5-{[(2,4-diamino-6-oxo-1,6-dihydropyrimidin-5-yl) carbamoyl] amino}-3-fluoropyridine-2-carboxylate